BrC1=CC=C2CCC(C2=C1)=C 6-bromo-1-methylene-2,3-dihydro-1H-indene